bis(benzoxazol-2-yl)stilbene O1C(=NC2=C1C=CC=C2)C(=C(C2=CC=CC=C2)C=2OC1=C(N2)C=CC=C1)C1=CC=CC=C1